[I-].O\N=C\C1=[N+](C=CC(=C1)OC1=CC=CC=C1)C (E)-2-((hydroxyimino)methyl)-1-methyl-4-phenoxypyridin-1-ium iodide